ClC=1N=C(C(=NC1)C)N1CCC(CC1)(F)F 5-chloro-3-(4,4-difluoro-1-piperidinyl)-2-methyl-pyrazine